C1(=CC=CC=C1)C1C(NC(NC1=O)=S)=O 5-phenylthiobarbituric acid